2-(2-(cyclopropanesulfonamido)pyrimidin-4-yl)-N-(3-fluoro-5-(6-methoxypyrazin-2-yl)pyridin-2-yl)butanamide C1(CC1)S(=O)(=O)NC1=NC=CC(=N1)C(C(=O)NC1=NC=C(C=C1F)C1=NC(=CN=C1)OC)CC